O[C@H]1[C@H](N(C([C@H]1O)=O)C1=NC(=CC(=C1)C(F)(F)F)C)C(=O)N(C1=CC=C2C(=N1)N(C=C2)C)C (2S,3S,4S)-3,4-Dihydroxy-N-methyl-N-(1-methyl-1H-pyrrolo[2,3-b]pyridin-6-yl)-1-(6-methyl-4-(trifluoromethyl)pyridin-2-yl)-5-oxopyrrolidin-2-carboxamid